[2-(11-cyclopropyl-1,9-diazatricyclo[6.3.1.04,12]dodeca-2,4(12),5,7-tetraen-2-yl)-7-fluoro-1-methyl-benzimidazol-5-yl]methanone C1(CC1)C1CNC2=CC=CC=3C=C(N1C32)C3=NC2=C(N3C)C(=CC(=C2)C=O)F